(S)-N-((S)-1-(4-(4-isopropyl-5-(8-methoxy-[1,2,4]triazolo[1,5-a]pyridin-6-yl)-1H-pyrazol-3-yl)phenyl)ethyl)-N,1-dimethylazetidine-2-carboxamide C(C)(C)C=1C(=NNC1C=1C=C(C=2N(C1)N=CN2)OC)C2=CC=C(C=C2)[C@H](C)N(C(=O)[C@H]2N(CC2)C)C